8'-chloro-5'-[2-(1H-tetrazol-5-yl)phenoxyl]1'H-spiro[cyclopentane-1,4'-quinazolin]-2'(3'H)-one ClC=1C=CC(=C2C3(NC(NC12)=O)CCCC3)OC3=C(C=CC=C3)C3=NN=NN3